7-(2-methylbenzyl)-2-azaspiro[3.5]nonan CC1=C(CC2CCC3(CNC3)CC2)C=CC=C1